C(C1=CC=CC=C1)OC(=O)C=1N(C=CC1Br)CC bromo-1-ethyl-pyrrole-2-carboxylic acid benzyl ester